ClC=1C=C(C=CC1Cl)NC(=O)N1[C@@H]2CC[C@H]1CC=1C=NC=CC12 (5R,8S)-N-(3,4-dichlorophenyl)-6,7,8,9-tetrahydro-5H-5,8-epiminocyclohepta[c]pyridine-10-carboxamide